4-(5-Chloro-2-(4-(methylsulfonyl)piperazin-1-yl)thiazolo[4,5-d]pyrimidin-7-yl)morpholine ClC=1N=C(C2=C(N1)N=C(S2)N2CCN(CC2)S(=O)(=O)C)N2CCOCC2